6,6-difluoro-N-methoxy-N-methyl-bicyclo[3.1.0]hexane-3-carboxamide FC1(C2CC(CC12)C(=O)N(C)OC)F